(1-(8-fluoro-2-(((2R,7aS)-2-fluorotetrahydro-1H-pyrrolizin-7a(5H)-yl)methoxy)-7-(3-hydroxynaphthalen-1-yl)pyrido[4,3-d]pyrimidin-4-yl)-1,2,3,6-tetrahydropyridin-4-yl)boronic acid FC1=C(N=CC2=C1N=C(N=C2N2CCC(=CC2)B(O)O)OC[C@]21CCCN1C[C@@H](C2)F)C2=CC(=CC1=CC=CC=C21)O